C1(CC1)C([C@@H](C(=O)NC1=C(C=C(C=C1)C(C(NCC(F)(F)F)=O)COC)F)NC(=O)C1=CC=NN1C(C)C)C1CC1 N-((2S)-1,1-dicyclopropyl-3-((2-fluoro-4-(3-methoxy-1-oxo-1-((2,2,2-trifluoroethyl)amino)propan-2-yl)phenyl)amino)-3-oxopropan-2-yl)-1-isopropyl-1H-pyrazole-5-carboxamide